FC1=CC=C(C=C1)C1(N(CCC2=CC=CC=C12)C)C#N 1-(4-Fluorophenyl)-2-methyl-1,2,3,4-tetrahydroisoquinoline-1-carbonitrile